4-(8-amino-1,2,3,4-tetrahydroisoquinoline-2-carbonyl)-5-(benzyloxy)-1,3-phenylenedi(4-toluenesulfonate) NC=1C=CC=C2CCN(CC12)C(=O)C1=C(C=C(C=C1OCC1=CC=CC=C1)CC1=CC=C(C=C1)S(=O)(=O)[O-])CC1=CC=C(C=C1)S(=O)(=O)[O-]